(2S)-2-(tert-butoxy)-2-(7-(4-chlorophenyl)-5-methyl-2-(1-methyl-3-(3-(oxetan-3-yl)-3,6-diazabicyclo[3.1.1]heptan-6-yl)-1H-indazol-5-yl)benzo[d]thiazol-6-yl)acetic acid C(C)(C)(C)O[C@H](C(=O)O)C1=C(C2=C(N=C(S2)C=2C=C3C(=NN(C3=CC2)C)N2C3CN(CC2C3)C3COC3)C=C1C)C1=CC=C(C=C1)Cl